ClC1=CC(=C(C=C1)C(C1CCN(CC1)C(=O)OC(C)(C)C)C#N)F tert-Butyl 4-((4-chloro-2-fluorophenyl)(cyano)methyl)piperidine-1-carboxylate